BrC1=NC=C(C(=C1)C([2H])([2H])[2H])C([2H])([2H])[2H] 2-bromo-4,5-bis(methyl-d3)pyridine